8-(2-ethoxy-2-oxo-ethyl)chromane-3-carboxylic acid C(C)OC(CC=1C=CC=C2CC(COC12)C(=O)O)=O